N1NNNNNNNNCCCCCCCCCCC(CCCCCCCCCC1)C(=O)O Nonazacyclotriacontane-20-carboxylic acid